4-{5-[methoxy(methyl)carbamoyl]-1,3-oxazol-2-yl}piperazine-1-carboxylic acid tert-butyl ester C(C)(C)(C)OC(=O)N1CCN(CC1)C=1OC(=CN1)C(N(C)OC)=O